NC1=NN2C(N=CC(=C2)F)=C1C(=O)NC=1C=NC=C(C1N1CCC(CC1)C(=O)N1CCN(CC1)C1COC1)F 2-amino-6-fluoro-N-[5-fluoro-4-[4-[4-(oxetan-3-yl)piperazine-1-carbonyl]-1-piperidinyl]-3-pyridinyl]pyrazolo[1,5-a]pyrimidine-3-carboxamide